(S)-9-ethyl-5-fluoro-9-hydroxy-2-(2-hydroxyethyl)-2,3,12,15-tetrahydro-[1,3]oxazino[5,6-f]pyrano[3',4':6,7]indolizino[1,2-b]quinoline-10,13(1H,9H)-dione C(C)[C@]1(C(OCC=2C(N3CC=4C(=NC5=CC(=C6C(=C5C4)CN(CO6)CCO)F)C3=CC21)=O)=O)O